4-Bromo-2-methylisoquinolin-1(2H)-one BrC1=CN(C(C2=CC=CC=C12)=O)C